C1(CC1)NC1=CC=C(C(=N1)F)C1=NN(C=C1C(=O)N[C@@H]1C(NC2=C(C(=N1)C1=CC=CC=C1)C=CC=C2)=O)C2COC2 3-[6-(Cyclopropylamino)-2-fluoropyridin-3-yl]-1-(oxetan-3-yl)-N-[(3S)-2-oxo-5-phenyl-1,3-dihydro-1,4-benzodiazepin-3-yl]pyrazole-4-carboxamide